CC1=CC=C(C=N1)OCCCC 4-((6-methylpyridin-3-yl)oxy)butan